ClC=1C=C(C(=C(C(=O)OC)C1)C=1N(C(=C(C1)C(=O)NC1=CC=C(C=C1)OCOCC[Si](C)(C)C)C)C)C Methyl 5-chloro-2-(1,5-dimethyl-4-{[(4-{[2-(trimethylsilyl)ethoxy]methoxy}phenyl) amino]carbonyl}-1H-pyrrol-2-yl)-3-methylbenzoate